1-[3-(triethoxysilyl)propyl]-3,3'-undecamethylenebis(5-amino-1,2,4-triazole) C(C)O[Si](CCCC(CCCCCCCCCCC1=NNC(=N1)N)C1=NNC(=N1)N)(OCC)OCC